CC1(OCC(CO1)(O)CCCCCCCCCCCCCCCCCC)C 2,2-dimethyl-5-octadecyl-1,3-dioxane-5-ol